C(N)(=O)C=1N=C2C(=NC1)C(=NC(=C2)N2C[C@@H]1C[C@@H]1C2)N2[C@H](CC2)C (1R,5S,6R)-3-(2-carbamoyl-5-((S)-2-methylazetidin-1-yl)pyrido[3,4-b]pyrazin-7-yl)-3-azabicyclo[3.1.0]hexane